2-CYANO-3-METHYLPHENYLBORONIC ACID C(#N)C1=C(C=CC=C1C)B(O)O